ClC1=CC=C2C(=CNC2=C1)S(=O)(=O)NC=1C=NC(=CC1)I 6-Chloro-N-(6-iodopyridin-3-yl)-1H-indol-3-sulfonamid